C(C1=CC=CC=C1)OC[C@@H]1CN(C=2N1N=C(C2C(=O)OCC)C(F)(F)F)CC2=CC(=CC=C2)C(F)(F)F (S)-ethyl 3-((benzyl oxy)methyl)-6-(trifluoromethyl)-1-(3-(trifluoromethyl)benzyl)-2,3-dihydro-1H-imidazo[1,2-b]pyrazole-7-carboxylate